FC=1C=NC=2OC(C3C4CCC(CN3C3=NC(=C(C1C32)C3(CC3)OC3OCCCC3)C)N4C(=O)[O-])C 14-fluoro-9,17-dimethyl-16-(1-tetrahydropyran-2-yloxycyclopropyl)-10-oxa-2,12,18,20-tetrazapentacyclo[9.7.1.14,7.02,8.015,19]icosa-1(18),11(19),12,14,16-pentaene-20-carboxylate